ClC1=CNC=2N=C(N=C(C21)NC2CCOCC2)NC2=C(C=C(C=C2)S(=O)(=O)N2CCOCC2)OC 5-chloro-N2-(2-methoxy-4-(morpholinosulfonyl)phenyl)-N4-(tetrahydro-2H-pyran-4-yl)-7H-pyrrolo[2,3-d]pyrimidine-2,4-diamine